Methyl (3S)-3-amino-3-(2-chloro-3-nitrophenyl)butanoate N[C@](CC(=O)OC)(C)C1=C(C(=CC=C1)[N+](=O)[O-])Cl